C12C(C3CC(CC(C1)C3)C2)NCCNC(=O)C2=NN(C(=C2C)C2=CC=C(C=C2)Cl)C=2C=NC(=CC2)OC N-(2-((1r,3r,5r,7r)-adamantan-2-ylamino)ethyl)-5-(4-chlorophenyl)-1-(6-methoxypyridin-3-yl)-4-methyl-1H-pyrazole-3-carboxamide